6-[4-Chloro-3-(Difluoromethyl)phenyl]-1-[(5-methoxy-3-pyridyl)methyl]pyrazolo[4,3-b]pyridine ClC1=C(C=C(C=C1)C=1C=C2C(=NC1)C=NN2CC=2C=NC=C(C2)OC)C(F)F